((((4-((tert-butyldimethylsilyl)oxy)bicyclo(2.2.1)heptan-1-yl)methoxy)methanethioyl)amino)amine [Si](C)(C)(C(C)(C)C)OC12CCC(CC1)(C2)COC(=S)NN